1-(1,1,3,3-tetramethylbutyl)-3-(2-ethylhexyl)imidazolium 2-ethylhexanoate C(C)C(C(=O)[O-])CCCC.CC(CC(C)(C)C)(C)N1C=[N+](C=C1)CC(CCCC)CC